C1(CCCCC1)CN(C(=O)C1=C(C=C(C=C1)C1=C(C=CC=C1)C(F)(F)F)CC(=O)O)C 2-(4-((cyclohexylmethyl)(methyl)carbamoyl)-2'-(trifluoromethyl)-[1,1'-biphenyl]-3-yl)acetic acid